C(C)C1=NC(=NO1)C1=CC2=C([C@@H](CO2)N2C[C@H](CC2)O)C=C1 (S)-N-((S)-6-(5-ethyl-1,2,4-oxadiazol-3-yl)-2,3-dihydrobenzofuran-3-yl)-3-hydroxypyrrolidine